1H-pyrazolo[4,3-c]Pyridine-6-carboxylic acid methyl ester COC(=O)C1=CC2=C(C=N1)C=NN2